FC=1C(=C(C=CC1F)[C@H]1[C@@H](O[C@]([C@H]1C)(C(F)(F)F)C)C(=O)NC=1N=CN2C(NC=CC21)=O)OC (2R,3S,4S,5R)-3-(3,4-difluoro-2-methoxyphenyl)-4,5-dimethyl-N-(5-oxo-5,6-dihydroimidazo[1,5-c]pyrimidin-1-yl)-5-(trifluoromethyl)tetrahydrofuran-2-carboxamide